CC(CC(=O)N1CNC(CC1C(=O)NC(CCC)C1=CC=C(C=C1)C1=C(N=CS1)C)=O)(C)C 3-(3,3-dimethylbutyryl)-N-(1-(4-(4-methylthiazol-5-yl)phenyl)butyl)-6-oxohexahydropyrimidine-4-carboxamide